C(C1=CC=CC=C1)N(CCC(=O)N1CCN(CC1)C)C=1SC(=C(N1)C1=CC(=C(C=C1)Cl)Cl)CC(C)C 3-(benzyl-(4-(3,4-dichlorophenyl)-5-isobutylthiazol-2-yl)amino)-1-(4-methylpiperazin-1-yl)propan-1-one